CS(=O)(=O)C=1N=CC2=C(N1)N(C(C=C2C#C[Si](C(C)C)(C(C)C)C(C)C)=O)C2C(NCC2)=O 3-{2-methanesulfonyl-7-oxo-5-[2-(triisopropylsilyl)ethynyl]pyrido[2,3-d]pyrimidin-8-yl}pyrrolidin-2-one